C[C@@H]1CN(CCC1)CC=1C=C2C3=C(C(NC3=CC=C2C#N)=O)C1 (S)-4-((3-methylpiperidin-1-yl)methyl)-2-oxo-1,2-dihydrobenzo[cd]indole-6-carbonitrile